OC=1C=C(CNC(CC2=CC=3N(C4=CC=CC=C4C3C=C2)C)=O)C=CC1 N-(3-hydroxybenzyl)-2-(9-methyl-9H-carbazol-2-yl)acetamide